5-(3-amino-5-trifluoromethyl-piperidin-1-yl)-quinoline-8-carbonitrile NC1CN(CC(C1)C(F)(F)F)C1=C2C=CC=NC2=C(C=C1)C#N